4-methyl-5-(piperidin-4-yl)thiazole CC=1N=CSC1C1CCNCC1